trans-tert-butyl (4-((4-(4-((2,6-dioxopiperidin-3-yl)amino)-2-fluorophenyl)piperidin-1-yl)methyl)cyclohexyl)carbamate O=C1NC(CCC1NC1=CC(=C(C=C1)C1CCN(CC1)C[C@@H]1CC[C@H](CC1)NC(OC(C)(C)C)=O)F)=O